(5-((((1r,3r)-3-(3,5-difluoro-4-methoxyphenoxy)cyclobutyl)amino)methyl)-6-fluoroisoquinolin-8-yl)methanol FC=1C=C(OC2CC(C2)NCC2=C3C=CN=CC3=C(C=C2F)CO)C=C(C1OC)F